[NH+]1=CC(=CC=C1)C(=O)O[C@H]1O[C@@H]([C@H]([C@H]1O)O)COP(=O)(O)O.[K+].[Na+] sodium potassium ((2R,3R,4S,5R)-3,4-dihydroxy-5-((phosphonooxy) methyl) tetrahydrofuran-2-yl) pyridin-1-ium-3-carboxylate